2-(METHYL[(1-METHYL-1H-PYRAZOL-4-YL)METHYL]AMINO)ACETALDEHYDE CN(CC=O)CC=1C=NN(C1)C